N[C@@H](CC1=CC(I)=C(C(I)=C1)OC1=CC(I)=C(C(I)=C1)O)C(=O)O anti-Thyroxine